C(C)(C)(C)OC(=O)N1CCC(CC1)NC1=NC=C(C(=N1)C1=NN(C2=C(C=C(C=C12)F)F)C1OCCCC1)Cl.ClC1=CC=C(C=C1)C=1OC=CC1 2-(4-chlorophenyl)furan tert-butyl-4-((5-chloro-4-(5,7-difluoro-1-(tetrahydro-2H-pyran-2-yl)-1H-indazol-3-yl)pyrimidin-2-yl)amino)piperidine-1-carboxylate